tert-butyl ((S)-4-((diphenylphosphoryl)oxy)-3-oxo-1-((S)-2-oxopyrrolidin-3-yl)butan-2-yl)carbamate C1(=CC=CC=C1)P(=O)(C1=CC=CC=C1)OCC([C@H](C[C@H]1C(NCC1)=O)NC(OC(C)(C)C)=O)=O